(R)-tert-butyl 6-(8-(benzo[d]thiazol-2-ylcarbamoyl)-3,4-dihydroisoquinolin-2(1H)-yl)-3-(3-(3-(1-(2-ethoxy-2-oxoethyl)-3,3-difluoropiperidin-4-yl)propoxy)-2-methylphenyl)picolinate S1C(=NC2=C1C=CC=C2)NC(=O)C=2C=CC=C1CCN(CC21)C2=CC=C(C(=N2)C(=O)OC(C)(C)C)C2=C(C(=CC=C2)OCCC[C@H]2C(CN(CC2)CC(=O)OCC)(F)F)C